N-maleylasparagine C(\C=C/C(=O)O)(=O)N[C@@H](CC(N)=O)C(=O)O